[Li].FC(C(=O)NC)(F)F trifluoro-N-methylacetamide lithium salt